1,3-dibutylimidazolium-2-carboxylate C(CCC)N1C(=[N+](C=C1)CCCC)C(=O)[O-]